FC=1C(=NC=C(C1)F)NC(C1=CC(=CC=C1)C(F)(F)F)C=1NC(=C(N1)S(=O)(=N)C)C 3,5-difluoro-N-[[5-methyl-4-(methylsulfonimidoyl)-1H-imidazol-2-yl]-[3-(trifluoromethyl)phenyl]methyl]pyridin-2-amine